(2-((S)-1-(2,3-difluorobenzyl)-5-oxopyrrolidin-2-yl)acetyl)valine FC1=C(CN2[C@@H](CCC2=O)CC(=O)N[C@@H](C(C)C)C(=O)O)C=CC=C1F